COC=1C=C(C=C(C1O)OC)C(C)=O 3',5'-Dimethoxy-4'-hydroxyacetphenone